1-(2-(((6-aminopyridazin-4-yl)(methyl)amino)methyl)-6-cyclopropylimidazo[1,2-a]pyridin-8-yl)-3-methylimidazolidine-2,4-dione NC1=CC(=CN=N1)N(C)CC=1N=C2N(C=C(C=C2N2C(N(C(C2)=O)C)=O)C2CC2)C1